2,5,8,9-tetraaza-1-stannabicyclo[3.3.3]undecane [SnH]12NCCN(CCN1)CCN2